tert-butyl (3S)-3-[(1R)-2-[[2-(4-acetylpiperazin-1-yl)-6-(cyclobutylamino)pyridine-4-carbonyl]amino]-1-hydroxy-ethyl]-7-(methoxymethoxy)-3,4-dihydro-1H-isoquinoline-2-carboxylate C(C)(=O)N1CCN(CC1)C1=NC(=CC(=C1)C(=O)NC[C@@H](O)[C@H]1N(CC2=CC(=CC=C2C1)OCOC)C(=O)OC(C)(C)C)NC1CCC1